C(C)C1(CCC(CC1)NC(=O)C=1C2=C(N=C(N1)N1C=NC=C1)CCC2)O N-((trans)-4-ethyl-4-hydroxycyclohexyl)-2-(1H-imidazol-1-yl)-6,7-dihydro-5H-cyclopenta[d]pyrimidine-4-carboxamide